4-acetyl-N-(3-(N-(4-methoxyphenyl)sulfamoyl)phenyl)-3,5-dimethyl-1H-pyrrole-2-carboxamide C(C)(=O)C=1C(=C(NC1C)C(=O)NC1=CC(=CC=C1)S(NC1=CC=C(C=C1)OC)(=O)=O)C